CC1CCC2=C(C(N1C)=O)NC=C2 6,7-dimethyl-1H,4H,5H,6H,7H,8H-pyrrolo[2,3-c]azepin-8-one